C1(=CC=CC=C1)C=1N=COC1C1=CC=CC=C1 4,5-diphenyloxazole